(5-(benzyloxy)-1-(4-fluoro-3-methylphenyl)-2-(tetrahydrofuran-2-yl)-1H-indol-3-yl)methanol C(C1=CC=CC=C1)OC=1C=C2C(=C(N(C2=CC1)C1=CC(=C(C=C1)F)C)C1OCCC1)CO